6-methoxy-N-phenyl-2-(4-pyridyl)-5-(trifluoromethyl)-4-pyrimidinamine COC1=C(C(=NC(=N1)C1=CC=NC=C1)NC1=CC=CC=C1)C(F)(F)F